Ethyl (S)-3-(6-Fluoro-2'-methylbiphenyl-3-yl)-3-(3-(4-hydroxy-1,6-dimethyl-2-oxo-1,2-dihydropyridin-3-yl)ureido)propanoat FC1=CC=C(C=C1C1=C(C=CC=C1)C)[C@H](CC(=O)OCC)NC(=O)NC=1C(N(C(=CC1O)C)C)=O